CCCCCCOC(=O)C1=CC=CC=C1C(=O)OCCCCCC di-n-hexylphthalate